2-[2-methyl-4-(trifluoromethoxy)phenyl]sulfanylacetonitrile CC1=C(C=CC(=C1)OC(F)(F)F)SCC#N